C(C)C=1C(NC=2C=C(C=NC2C1)CN1CCN(CC1)C=1C=CC(=NC1)C(=O)N1CCC(CC1)OC1CCN(CC1)C(=O)C1=NC=C(C=C1NC(C)=O)C1=CC(=CC=C1)CC)=O N-[2-[4-[[1-[5-[4-[(7-ethyl-6-oxo-5H-1,5-naphthyridin-3-yl)methyl]piperazin-1-yl]pyridine-2-carbonyl]-4-piperidyl]oxy]piperidine-1-carbonyl]-5-(3-ethylphenyl)-3-pyridyl]acetamide